C(=C)N1N=NC=C1 N-vinyl-triazole